O1C2=C(OCC1)C=C(C=C2)N(C(CC)=O)CC2=CC=C(C(=O)NCCOCCOCCNC(OC(C)(C)C)=O)C=C2 tert-Butyl (2-(2-(2-(4-((N-(2,3-dihydrobenzo[b][1,4]dioxin-6-yl)propionamido)methyl)benzamido)ethoxy)ethoxy)ethyl)carbamate